C(CCCCCCC)[Sn](CCCCCCCC)=O Dioctyltin Oxide